dimethoxyphosphoramide CON(P(=O)(N)N)OC